[N+](=[N-])=C(C(C)=O)P(OC)(OC)=O dimethyl (1-diazo-2-oxopropyl)phosphonate